C(C)(C)(C)C1=[NH+]C=C(C=C1)C(C)(C)C 2,5-di-t-butylpyridinium